FC1(O[C@H](CN(C1)C1=CC2=C(N=C(N(C2=O)C)C(F)(F)F)C(=N1)C1=C(C=C(C#N)C=C1)F)C=1C=NN(C1)C)F (S)-4-(6-(2,2-difluoro-6-(1-methyl-1H-pyrazol-4-yl)morpholino)-3-methyl-4-oxo-2-(trifluoromethyl)-3,4-dihydropyrido[3,4-d]pyrimidin-8-yl)-3-fluorobenzonitrile